1-((4,4-Difluorocyclohexyl)methyl)-1H-pyrazole FC1(CCC(CC1)CN1N=CC=C1)F